COC([C@H](C[C@H]1C(NC(C1)(C)C)=O)NC([C@H](CC(C)(C)C)NC(=O)C=1NC2=CC(=CC(=C2C1)OC)Cl)=O)=O (S)-methyl-2-((S)-2-(6-chloro-4-methoxy-1H-indole-2-carboxamido)-4,4-dimethylpentanamido)-3-((R)-5,5-dimethyl-2-oxopyrrolidin-3-yl)propanoate